Tropanol CN1C2CCC1CC(C2)O